racemic-oxacyclohexane-2-formate O1[C@H](CCCC1)C(=O)[O-] |r|